C(CCC\C=C\CCCC)O E-5-decenol